dimethylolpropanal C(O)C(C=O)(C)CO